3-(2-methoxyethyl)5-[(2E)-3-(pyridin-4-yl)-2-propen-1-yl]2,6-dimethyl-4-(4-nitrophenyl)-1,4-dihydropyridine-3,5-dicarboxylic acid COCCC1(C(NC(C(C1C1=CC=C(C=C1)[N+](=O)[O-])(C(=O)O)C\C=C\C1=CC=NC=C1)C)C)C(=O)O